1-(1-tert-butoxy-3-phenylpropyl)-1H-benzo[d][1,2,3]triazole C(C)(C)(C)OC(CCC1=CC=CC=C1)N1N=NC2=C1C=CC=C2